CC(CCC)OC1=CC=C(C=C1)C1=CC=C(C=C1)B(O)O 4-(4'-(2-PENTYLOXY)PHENYL)PHENYLBORONIC ACID